(S)-2-(2-cyclopropyloxazol-5-yl)-N-(2-methyl-5-(2-(2-methylpyrrolidin-1-yl)acetamido)pyridin-3-yl)-1H-pyrrolo[2,3-b]pyridine-5-carboxamide C1(CC1)C=1OC(=CN1)C1=CC=2C(=NC=C(C2)C(=O)NC=2C(=NC=C(C2)NC(CN2[C@H](CCC2)C)=O)C)N1